FC=1C=CC(=C(C(=O)N(C(C)C)C(C)C)C1)OC=1C=NC=NC1 5-fluoro-N,N-di(propan-2-yl)-2-[(pyrimidin-5-yl)oxy]benzamide